1-(26-azido-3,6,9,12,15,18,21,24-octaoxahexacosyl)-1H-pyrrole-2,5-dione N(=[N+]=[N-])CCOCCOCCOCCOCCOCCOCCOCCOCCN1C(C=CC1=O)=O